2,7-dibenzyl-thiaanthracene C(C1=CC=CC=C1)C1SC2=CC3=CC(=CC=C3C=C2C=C1)CC1=CC=CC=C1